CC=1C(=C(CC2=C(C=CC=C2)CC#N)C=C(C1)C)OCCN1CCOCC1 2-(2-(3,5-dimethyl-2-(2-morpholinoethoxy)benzyl)phenyl)acetonitrile